C(CCCCCCCCC)C1=CC=C(C=C1)NC(=O)N1CCC(CC1)NC(OC(C)(C)C)=O Tert-butyl (1-((4-decylphenyl)carbamoyl)piperidin-4-yl)carbamate